tert-Butyl N-[5-[[2-[(2R,5S)-2-(6-isoquinolyl)-5-methyl-1-piperidyl]-2-oxo-acetyl]amino]-3-methyl-2-pyridyl]carbamate C1=NC=CC2=CC(=CC=C12)[C@@H]1N(C[C@H](CC1)C)C(C(=O)NC=1C=C(C(=NC1)NC(OC(C)(C)C)=O)C)=O